N-methyl-N-(4-(4-oxo-3,4-dihydrophthalazin-1-yl)benzyl)sulfonamide CN(S(=O)=O)CC1=CC=C(C=C1)C1=NNC(C2=CC=CC=C12)=O